1,3-dihydroxy-2-methylanthraquinone OC1=C(C(=CC=2C(C3=CC=CC=C3C(C12)=O)=O)O)C